N-(4-((2-(1,1-difluoroethyl)-6-methylpyrimidin-4-yl)amino)-5-(1-methyl-5-(morpholinomethyl)-1H-pyrazol-3-yl)pyridin-2-yl)acetamide FC(C)(F)C1=NC(=CC(=N1)NC1=CC(=NC=C1C1=NN(C(=C1)CN1CCOCC1)C)NC(C)=O)C